1-(chloromethyl)isoquinoline hydrochloride Cl.ClCC1=NC=CC2=CC=CC=C12